xylitol glutamate sebacate C(CCCCCCCCC(=O)O)(=O)O.N[C@@H](CCC(=O)O)C(=O)O.C([C@H](O)[C@@H](O)[C@H](O)CO)O